L-1,3,5-tri(bromomethyl)benzene BrCC1=CC(=CC(=C1)CBr)CBr